tert-butyl (R)-4-azido-3-((tert-butoxycarbonyl)amino)butanoate N(=[N+]=[N-])C[C@@H](CC(=O)OC(C)(C)C)NC(=O)OC(C)(C)C